ClC1=NC2=CC=C(C=C2C(=N1)NCC=1OC=CC1)OC 2-chloro-N-(furan-2-ylmethyl)-6-methoxyquinazolin-4-amine